C(C)(C)OC(=O)[C@@H]1C=C[C@@H](C1)NC(C(C(=O)NC1=CC=CC2=C1N=CO2)OC)=O.N(C(=O)N)C2=CC(=NC(N2)=O)NC(=O)N diureidopyrimidone isopropyl-(1S,4R)-4-[[3-(1,3-benzoxazol-4-ylamino)-2-methoxy-3-oxo-propanoyl]amino]cyclopent-2-ene-1-carboxylate